FC1=CC(=C(OC=2C(N(C=CC2C=2C3=C(C(N(C2)C)=O)NC=C3)C3COC3)=O)C(=C1)C)C 4-(3-(4-fluoro-2,6-dimethylphenoxy)-1-(oxetan-3-yl)-2-oxo-1,2-dihydropyridin-4-yl)-6-methyl-1,6-dihydro-7H-pyrrolo[2,3-c]pyridin-7-one